C1(CC1)C1=NN(C=N1)C1CC2(CNC2)C1 6-(3-Cyclopropyl-1,2,4-triazol-1-yl)-2-azaspiro[3.3]heptane